C(C1=CC=CC=C1)OC1=C2C(=C(N(C2=CC(=C1)F)C1=CC(=C(C=C1)F)F)C1CCOCC1)C1=CC=C(C(=O)O)C=C1 4-[4-benzyloxy-1-(3,4-difluorophenyl)-6-fluoro-2-tetrahydropyran-4-yl-indol-3-yl]benzoic acid